ClC=1C=C(C=CC1)N1N=CC(=C1)CC(=O)NC1=NNC(=C1)C1CCC1 2-(1-(3-chlorophenyl)-1H-pyrazol-4-yl)-N-(5-cyclobutyl-1H-pyrazol-3-yl)acetamide